4,4-biphenol C1(=CC=C(C=C1)C1=CC=C(C=C1)O)O